BrC=1C=C2C(=NC1)C(CC2)N2C(C1=CC=CC=C1C2=O)=O 2-[3-bromo-5H,6H,7H-cyclopenta[b]pyridin-7-yl]-2,3-dihydro-1H-isoindole-1,3-dione